((2R,3R,4R,5S)-3,4,5-tris(benzyloxy)-1-(2-(6-fluorobenzo[d][1,3]dioxol-5-yl)ethyl)piperidin-2-yl)methanol C(C1=CC=CC=C1)O[C@@H]1[C@H](N(C[C@@H]([C@H]1OCC1=CC=CC=C1)OCC1=CC=CC=C1)CCC1=CC2=C(OCO2)C=C1F)CO